N1N=C(N=C1)S(=O)(=O)N 1H-1,2,4-TRIAZOLE-3-SULFONAMIDE